O1CCC2=C1C(=CC=C2)C=2OC(=C(N2)CN2CCC(CC2)C2=CC=C(C=C2)OC(F)(F)F)C 2-(2,3-dihydrobenzofuran-7-yl)-5-methyl-4-((4-(4-(trifluoromethoxy)phenyl)piperidin-1-yl)methyl)oxazole